C(CCCCC\C=C/CCCC)CC(=O)[O-] (Z)-7-dodecenylacetate